ClC=1C=CC(=C(C1)[C@@]1(C(NC2=CC(=CC=C12)C(F)(F)F)=O)C)OC (3R)-3-(5-chloro-2-methoxyphenyl)-3-methyl-6-(trifluoromethyl)indolin-2-one